C[C@@H]1N(C[C@H](NC1)C)C=1C2=C(N=C(N1)OC[C@]13CCCN3C[C@@H](C1)F)C(=C(N=C2)C2=CC=CC1=CC=CC(=C21)C#C)F 4-((2S,5R)-2,5-dimethylpiperazin-1-yl)-7-(8-ethynylnaphthalen-1-yl)-8-fluoro-2-(((2R,7aS)-2-fluorotetrahydro-1H-pyrrolizin-7a(5H)-yl)methoxy)pyrido[4,3-d]pyrimidine